((1R,4R,7R)-7-amino-2-azabicyclo[2.2.1]heptan-2-yl)(2-(3-ethyl-8-fluoro-2,3-dihydro-1H-pyrrolo[1,2,3-de]quinoxalin-5-yl)-7-fluoro-1-methyl-1H-benzo[d]imidazol-5-yl)methanone N[C@H]1[C@@H]2N(C[C@H]1CC2)C(=O)C2=CC1=C(N(C(=N1)C1=CC=3C=4N1C(CNC4C=C(C3)F)CC)C)C(=C2)F